NC1=NC=CC=C1C1=NC=2C(=NC(=CC2)B(O)O)N1C=1C=C2CC[C@@H](C2=CC1)NC(=O)C=1C=NC(=CC1)C 2-(2-aminopyridin-3-yl)-3-[(1S)-1-(6-methylpyridine-3-amido)-2,3-dihydro-1H-inden-5-yl]imidazo[4,5-b]pyridin-5-ylboronic acid